C(C1=CC=CC=C1)S(=O)C=1N=C2N(N1)[C@@H](C[C@@H]2F)C2=CC=CC=C2 (5s,7s)-2-benzylsulfinyl-7-fluoro-5-phenyl-6,7-dihydro-5H-pyrrolo[1,2-b][1,2,4]triazole